FC(C=1N=NN(C1)CC(=O)N1C(CCC1)C(=O)N)(F)F 1-{2-[4-(trifluoromethyl)-1H-1,2,3-triazol-1-yl]acetyl}pyrrolidine-2-carboxamide